N-{2-[5-(difluoro-methoxy)-2-oxo-1,2-dihydropyridin-1-yl]-3-{[(CIS)-4-phenylcyclohexyl]oxy}propyl}methane-sulfonamide FC(OC=1C=CC(N(C1)C(CNS(=O)(=O)C)CO[C@@H]1CC[C@@H](CC1)C1=CC=CC=C1)=O)F